C1=C(C=C2C=CC3=CC=CC4=CC=C1C2=C34)CCC(=O)O 2-pyrenepropionic acid